n-octyl-tri(trimethylsiloxy)silane C(CCCCCCC)[Si](O[Si](C)(C)C)(O[Si](C)(C)C)O[Si](C)(C)C